triethyl ethane-1,2-tricarboxylate CCOC(=O)CC(C(=O)OCC)C(=O)OCC